NC1=NC=CC(=N1)C=1C=C(C=CC1O)NC1=C(C=C(C=C1)NC(=O)C=1N=CN(C1C(F)(F)F)C1=CC=CC=C1)F N-(4-((3-(2-aminopyrimidin-4-yl)-4-hydroxyphenyl)amino)-3-fluorophenyl)-1-phenyl-5-(trifluoromethyl)-1H-imidazole-4-carboxamide